3-isopropyl-2-(2-methylpyridin-4-yl)-5-(1,2,2,6,6-pentamethyl-1,2,3,6-tetrahydropyridin-4-yl)-1H-indole C(C)(C)C1=C(NC2=CC=C(C=C12)C=1CC(N(C(C1)(C)C)C)(C)C)C1=CC(=NC=C1)C